2-(5-(1-(3,5-dichloropyridin-4-yl)ethoxy)-1-(tetrahydro-2H-pyran-2-yl)-1H-indazol-3-yl)-4-fluoroaniline ClC=1C=NC=C(C1C(C)OC=1C=C2C(=NN(C2=CC1)C1OCCCC1)C1=C(N)C=CC(=C1)F)Cl